2,3,4-tris(trifluoromethyl)benzoic acid FC(C1=C(C(=O)O)C=CC(=C1C(F)(F)F)C(F)(F)F)(F)F